BrC1=CN(C2=C(C(=CC=C12)C)C#N)C(=O)OC(C)(C)C tert-butyl 3-bromo-7-cyano-6-methylindole-1-carboxylate